CN(CCN(C(=O)C=1C(=C2C3=C(C(OC2=CC1CCCCC)(C)C)C=CC(=C3)C)O)C)C N-(2-(dimethylamino)ethyl)-1-hydroxy-N,6,6,9-tetramethyl-3-pentyl-6H-benzo[c]chromene-2-carboxamide